N[C@H](C(=O)O)CN (2S)-2,3-diaminopropanoic acid